Cl.C(C1=CC=CC=C1)OC(=O)N1CCN(CC1)CCC1CCNCC1 4-[2-(piperidin-4-yl)ethyl]piperazine-1-carboxylic acid benzyl ester hydrochloride